CN(CCCN(C(=O)[C@H]1N(CCC1)C1=NC(=CC(=C1)C(F)(F)F)C)C=1C=C(C=CC1)C)C (S)-N-(3-(dimethylamino)propyl)-1-(6-methyl-4-(trifluoromethyl)pyridin-2-yl)-N-(m-tolyl)pyrrolidine-2-carboxamide